Methyl 1-methyl-4-(4-(trifluoromethoxy)phenyl)-1H-benzo[d]imidazole-6-carboxylate CN1C=NC2=C1C=C(C=C2C2=CC=C(C=C2)OC(F)(F)F)C(=O)OC